[4-chloro-2-(4-fluoroanilino)-1,3-thiazol-5-yl](oxo)acetyl chloride ClC=1N=C(SC1C(C(=O)Cl)=O)NC1=CC=C(C=C1)F